The molecule is an N-acyl-L-amino acid that is the N-indole-3-acetyl derivative of L-alanine. It is an indoleacetic acid amide conjugate and a N-acyl-L-alanine. C[C@@H](C(=O)O)NC(=O)CC1=CNC2=CC=CC=C21